OC1=CC=C(C=C1)C(C)(C)C1=C(C=CC=C1)C(C)(C)C1=CC=C(C=C1)O α,α'-bis(4-hydroxyphenyl)-o-Diisopropylbenzene